BrC1(C(CC(CC1)C)Br)C(=O)O 1,2-dibromo-4-methylcyclohexanecarboxylic acid